2-(6-{4-[1-(Propan-2-yl)piperidin-4-yl]-1,4-diazepan-1-yl}pyridine-2-yl)-1H-1,3-benzodiazole-6-carbonitrile CC(C)N1CCC(CC1)N1CCN(CCC1)C1=CC=CC(=N1)C1=NC2=C(N1)C=C(C=C2)C#N